20-oxo-5β-pregnan-3α-ethanol O=C(C)[C@H]1CC[C@H]2[C@@H]3CC[C@@H]4C[C@@H](CC[C@]4(C)[C@H]3CC[C@]12C)CCO